C(C)(C)(C)C=1C=NC(=NC1)C=1C=C2CCN(C(C2=CC1)=O)C=1C=CC(=C(C1)NS(=O)(=O)C)O N-(5-(6-(5-(tert-butyl)pyrimidin-2-yl)-1-oxo-3,4-dihydroisoquinolin-2(1H)-yl)-2-hydroxyphenyl)methanesulfonamide